CC1(CC1)OC=1C=C2C(=NNC2=CC1)C1=CC(=NC=N1)C1CCN(CC1)CC1CCN(CC1)C(=O)OC(C)(C)C tert-butyl 4-[[4-[6-[5-(1-methylcyclopropoxy)-1H-indazol-3-yl]pyrimidin-4-yl]-1-piperidyl]methyl]piperidine-1-carboxylate